O=C1NC(CCC1N1CCSC2=C1C=CC=C2C2CCN(CC2)CC(=O)OCCCC)=O butyl 2-[4-[4-(2,6-dioxo-3-piperidyl)-2,3-dihydro-1,4-benzothiazin-8-yl]-1-piperidyl]acetate